Cl.Cl.N[C@H](CC1=C(C2=NC(=CC(=C2S1)NCC=1SC=CN1)Cl)Br)C 2-[(2S)-2-aminopropyl]-3-bromo-5-chloro-N-[(1,3-thiazol-2-yl)methyl]thieno[3,2-b]pyridin-7-amine dihydrochloride